C(#N)C(C(=O)O)=CC1=CC=C(C=C1)O Cyano-4-hydroxycinnamic acid